COCCN(C=1C=CC(=NC1)NC1=C2C(=NC(=C1)OC=1C(=CC(=NC1)C#N)C)N(C=N2)C)C 5-[7-[[5-[2-methoxyethyl-(methyl)amino]-2-pyridinyl]amino]-3-methyl-imidazo[4,5-b]pyridin-5-yl]oxy-4-methyl-pyridine-2-carbonitrile